CC1=C(C=C(C=N1)NC(OC(C)(C)C)=O)NC1=NN(C2=NC(=NC=C21)NC=2C(=NC=CC2)C)C tert-butyl (6-methyl-5-((1-methyl-6-((2-methylpyridin-3-yl)amino)-1H-pyrazolo[3,4-d]pyrimidin-3-yl)amino)pyridin-3-yl)carbamate